NC1=NN2C(C=C(C=C2)C=2C=C(C(=NC2)C)C(=O)NCC2=C(C=CC=C2F)OCC2CCCC2)=N1 5-{2-amino-[1,2,4]triazolo[1,5-a]pyridin-7-yl}-N-{[2-(cyclopentylmethoxy)-6-fluorophenyl]methyl}-2-methylpyridine-3-carboxamide